(R)-1-(1-cyclopropyl-2-hydroxyethyl)-3-(5-(5-(difluoromethoxy)-6-methoxypyridin-3-yl)pyrazolo[1,5-A]pyridin-2-yl)urea C1(CC1)[C@H](CO)NC(=O)NC1=NN2C(C=C(C=C2)C=2C=NC(=C(C2)OC(F)F)OC)=C1